C1(CC1)C(=O)N1CCC(C1)OC1=NC(=CC=C1)N1CC(C1)F (cyclopropanecarbonyl)-4-((6-(3-fluoroazetidin-1-yl)pyridin-2-yl)oxy)pyrrolidin